(1S,2R,4aS,6aS,6bR,8aR,16aR,16bR,18bS)-1,2,6a,6b,9,9,16a-heptamethyl-15-phenoxy-1,2,3,4,4a,5,6,6a,6b,7,8,8a,9,16,16a,16b,17,18b-octadecahydrochryseno[1,2-b]acridin C[C@H]1[C@@H](CC[C@H]2CC[C@]3([C@@]4(CC[C@@H]5[C@](CC6=C(C7=CC=CC=C7N=C6C5(C)C)OC5=CC=CC=C5)([C@H]4CC=C3[C@H]12)C)C)C)C